O1[C@H](COCC1)COC1=CC=2N(C=C1)C(=CN2)C=2C=C1CCN(C(C1=C(C2)OC)=O)CC(F)(F)F 6-[7-[[(2R)-1,4-dioxan-2-yl]methoxy]imidazo[1,2-a]pyridin-3-yl]-8-methoxy-2-(2,2,2-trifluoroethyl)-3,4-dihydroisoquinolin-1-one